C(CCCCCCC\C=C/CCCCCCCC)(=O)OC[C@@H](CCCBr)OC(CCCCCCC\C=C/CCCCCCCC)=O (R)-5-bromopentane-1,2-diyl dioleate